spiro[chroman-2,4'-piperidine]-6,7-dicarboxylic Acid N1CCC2(CC1)OC1=CC(=C(C=C1CC2)C(=O)O)C(=O)O